N1(C=NC2=C1C=CC=C2)CCCS(=O)(=O)C2=NC(=CC(=N2)C=2C=C(CN(C2)CC2=CC1=C(OCO1)C=C2)F)C 5-(2-((3-(1H-benzo[d]imidazol-1-yl)propyl)sulfonyl)-6-methylpyrimidin-4-yl)-1-(benzo[d][1,3]dioxol-5-ylmethyl)-3-fluoropyridin